3-{[(2R)-2-amino-2-carboxyethyl]sulfanyl}-4-oxobutanoic acid trifluoroacetate salt FC(C(=O)O)(F)F.N[C@@H](CSC(CC(=O)O)C=O)C(=O)O